tert-butyl N-[4-[1,5-bis[[tert-butyl(dimethyl)silyl]oxy-dideuterio-methyl]-8-oxabicyclo[3.2.1]octa-2,6-dien-3-yl]-2-(4,4-dimethylcyclohexen-1-yl)phenyl]carbamate [Si](C)(C)(C(C)(C)C)OC(C12C=C(CC(C=C1)(O2)C([2H])([2H])O[Si](C)(C)C(C)(C)C)C2=CC(=C(C=C2)NC(OC(C)(C)C)=O)C2=CCC(CC2)(C)C)([2H])[2H]